4-chloromethyl-N-(3-(1,1-dimethyl-2-methylene-1,2-dihydro-3H-benzo[e]indol-3-yl)propyl)benzamide ClCC1=CC=C(C(=O)NCCCN2C(C(C=3C4=C(C=CC23)C=CC=C4)(C)C)=C)C=C1